benzyl-1',2'-dihydrospiro[cyclohexane-1,3'-indole] C(C1=CC=CC=C1)N1CC2(C3=CC=CC=C13)CCCCC2